NC1=CC(=C(C(=O)NC2=CC=CC=C2)C=C1)C#CC1=CC=C(C=C1)C(NCCN1CCCCC1)=O 4-Amino-N-phenyl-2-((4-((2-(piperidin-1-yl)ethyl)carbamoyl)phenyl)ethynyl)benzamide